C1=C(C=CC2=CC=CC=C12)C1=CC=CC=2C3=CC=CC(=C3CC12)C1=CC2=CC=CC=C2C=C1 1,8-bis(naphth-2-yl)fluorene